2-[4-(1H-1,2,3-triazol-1-yl)piperidin-1-yl]-3-(6-fluoropyridin-3-yl)-benzene-1-carbonitrile N1(N=NC=C1)C1CCN(CC1)C1=C(C=CC=C1C=1C=NC(=CC1)F)C#N